C(C)(C)(C)OC(NCCCOC1=CC(=NC2=C(N=CC=C12)C1=CC=NN1)N1[C@@H](COCC1)C)=O [3-({2-[(3R)-3-methylmorpholin-4-yl]-8-(1H-pyrazol-5-yl)-1,7-naphthyridin-4-yl}oxy)propyl]carbamic acid tert-butyl ester